((7a'S)-2,2-Difluorodihydro-1'H,3'H-spiro[cyclopropane-1,2'-pyrrolizin]-7a'(5'H)-yl)methanol FC1(CC12C[C@@]1(CCCN1C2)CO)F